bis[4,6-bis(3-methylphenyl)pyrimidinyl](dipivalylmethane) CC=1C=C(C=CC1)C1=NC(=NC(=C1)C1=CC(=CC=C1)C)C(C(C(C)(C)C)=O)(C(C(C)(C)C)=O)C1=NC(=CC(=N1)C1=CC(=CC=C1)C)C1=CC(=CC=C1)C